FC1(CN(CC1)CCOC1=CC=2N(C=C1)C=CN2)F 7-[2-(3,3-difluoropyrrolidin-1-yl)ethoxy]imidazo[1,2-a]pyridin